4-Chloro-2-cyclopropylquinazoline ClC1=NC(=NC2=CC=CC=C12)C1CC1